C(C)OC1=C(C=C(C=C1)NC(=O)[C@H]1[C@H]2C[C@@H]([C@@H]([C@@H]1C1=CC(=CC=C1)C(F)(F)F)O2)O)C(F)(F)F |r| rac-(1r,2r,3s,4r,5s)-N-(4-ethoxy-3-(trifluoromethyl)phenyl)-5-hydroxy-3-(3-(trifluoromethyl)phenyl)-7-oxabicyclo[2.2.1]heptane-2-carboxamide